ClC1=CC2=C(N=CN(C2=O)[C@H](CO)C)C(=N1)N1C=NC=C1 (S)-6-chloro-3-(1-hydroxy-propan-2-yl)-8-(1H-imidazol-1-yl)pyrido[3,4-d]pyrimidin-4(3H)-one